BrC1=CC2=CC=CC=C2C=C1C=C(C(F)(F)F)Cl 2-bromo-3-(2-chloro-3,3,3-trifluoroprop-1-en-1-yl)naphthalene